BrC1=CC(=C2NC(C(NC2=C1)=O)C)F 7-bromo-5-fluoro-3-methyl-3,4-dihydroquinoxalin-2(1H)-one